FC1(CC(C1)NC(=O)C1CNCCC1)F 3-(3,3-difluorocyclobutylcarbamoyl)piperidine